CC1=CC(=NC(=C1)N1CCOCC1)N 4-methyl-6-morpholinopyridin-2-amine